tert-butyl {2-[2-(2-{[6-(2,5-dioxo-2,5-dihydro-1H-pyrrol-1-yl)hexanoyl]amino}ethoxy)ethoxy]ethyl}carbamate O=C1N(C(C=C1)=O)CCCCCC(=O)NCCOCCOCCNC(OC(C)(C)C)=O